C(C)(C)(C)OC(=O)NCC=1C=C(C=CC1)B(O)O (3-(((t-butoxycarbonyl)amino)methyl)phenyl)boronic acid